N[C@@](C)(C1=CC=C(C=C1)F)C=1C=NC(=NC1)N1CCNCC1 4-(5-((S)-1-amino-1-(4-fluorophenyl)ethyl)pyrimidin-2-yl)piperazin